CN1N=CC(=C1)C=1C=NC=2N(C1)N=CC2C2CCN(CC2)C(=O)OC(CF)(C)C 1-fluoro-2-methylpropan-2-yl 4-(6-(1-methyl-1H-pyrazol-4-yl)pyrazolo[1,5-a]pyrimidin-3-yl)piperidine-1-carboxylate